7-formyl-N-(1-isopropyl-1H-imidazo[4,5-c]pyridin-6-yl)-6-((2-oxopyrrolidin-1-yl)methyl)-3,4-dihydro-1,8-naphthyridine-1(2H)-carboxamide C(=O)C1=C(C=C2CCCN(C2=N1)C(=O)NC1=CC2=C(C=N1)N=CN2C(C)C)CN2C(CCC2)=O